3-[4-(dimethylcarbamoyl)phenyl]-1-sulfamoyl-pyrrole-2-carboxylic acid CN(C(=O)C1=CC=C(C=C1)C1=C(N(C=C1)S(N)(=O)=O)C(=O)O)C